1-methyl-2,3-dicyanoethylcyclohexylamine CC(CC#N)NC1CC(CCC1)C#N